CC1=CC2=C(CCO2)C=C1NC1=NC=C2NC(N(C2=N1)C1CCN(CC1)C)=O ((6-methyl-2,3-dihydrobenzofuran-5-yl)amino)-9-(1-methylpiperidin-4-yl)-7,9-dihydro-8H-purin-8-one